2-AMINO-3-(METHYLAMINO)PROPANOIC ACID NC(C(=O)O)CNC